ClC=1C=C(C=CC1)C1(CC1)C(CN)NC 1-[1-(3-chlorophenyl)cyclopropyl]-N1-methyl-1,2-ethanediamine